FC=1C=C2C(=C(NC2=C(C1)F)C1=CC=C(C=C1)F)CC1CC(C1)NC(OCC1=CC=CC=C1)=O benzyl N-[(1s,3r)-3-[[5,7-difluoro-2-(4-fluorophenyl)-1H-indol-3-yl]methyl]cyclobutyl]carbamate